(S)-5-(1-(4-fluorobenzyl)pyrrolidin-2-yl)-3-(3-phenyl-propyl)-1,2,4-oxadiazole FC1=CC=C(CN2[C@@H](CCC2)C2=NC(=NO2)CCCC2=CC=CC=C2)C=C1